1-(1-(6-cyclopropylpyridin-3-yl)ethyl)-6-(methyl(1-(pyrimidin-2-yl)propyl)amino)-4-oxo-4,5-dihydro-1H-pyrazolo[3,4-d]pyrimidine-3-carbonitrile C1(CC1)C1=CC=C(C=N1)C(C)N1N=C(C2=C1N=C(NC2=O)N(C(CC)C2=NC=CC=N2)C)C#N